(S)-3-isobutyryl-N-methyl-N-(1-phenylethyl)-2,3,4,5-tetrahydro-1H-benzo[d]azepine-7-sulfonamide C(C(C)C)(=O)N1CCC2=C(CC1)C=C(C=C2)S(=O)(=O)N([C@@H](C)C2=CC=CC=C2)C